C(C=C)(=O)OC(C)OCCCCOC(C)OC(C=C)=O 2''-(butane-1,4-diylbis(oxy))bis(ethane-1,1-diyl) diacrylate